1,2,3,5-Tetramethylbenzimidazolium C[N+]1=C(N(C2=C1C=CC(=C2)C)C)C